7-(2-bromo-3-(3,6-di-tert-butyl-9H-carbazol-9-yl)-5-(trimethylsilyl)phenyl)-7H-dibenzo[b,g]carbazole BrC1=C(C=C(C=C1N1C2=CC=C(C=C2C=2C=C(C=CC12)C(C)(C)C)C(C)(C)C)[Si](C)(C)C)N1C2=CC=C3C(=C2C=2C=C4C(=CC12)C=CC=C4)C=CC=C3